2-amino-4-(1H-indol-3-yl)pyrimidine NC1=NC=CC(=N1)C1=CNC2=CC=CC=C12